ClC1=CC(=CC(=N1)NCC1=CC=C(C=C1)OC)C1CC1 6-chloro-4-cyclopropyl-N-(4-methoxybenzyl)pyridin-2-amine